C1(CC1)OC[C@@H]1N(S(OC1)(=O)=O)C(=O)OC(C)(C)C tert-butyl (4S)-4-(cyclopropoxymethyl)-2,2-dioxo-1,2lambda6,3-oxathiazolidine-3-carboxylate